CC1CN(CCN1C=1C2=C(N=CN1)N(C=C2C2=NC=CC=C2)S(=O)(=O)C2=CC=C(C)C=C2)C(=O)OC(C)(C)C tert-butyl 3-methyl-4-(5-(pyridin-2-yl)-7-tosyl-7H-pyrrolo[2,3-d]pyrimidin-4-yl)piperazine-1-carboxylate